2-Amino-6-(4,4-difluoropiperidin-1-yl)-3-methoxypyridine NC1=NC(=CC=C1OC)N1CCC(CC1)(F)F